N-((3S,4R)-4-(2,6-difluoro-4-methoxyphenyl)-1-(1-methyl-6-oxo-1,6-dihydropyridin-3-yl)-2-oxopyrrolidin-3-yl)-4-(difluoromethoxy)benzamide FC1=C(C(=CC(=C1)OC)F)[C@H]1[C@@H](C(N(C1)C1=CN(C(C=C1)=O)C)=O)NC(C1=CC=C(C=C1)OC(F)F)=O